F[C@H]1[C@@H]2COCCN[C@H]12 (1S,7S,8S)-8-fluoro-5-oxa-2-azabicyclo[5.1.0]octan